C(N)(O[C@H]1C(N(C[C@@H](C1)F)C(=O)C=1C=C(C=2N(C1)N=C(C2C)C2=CC=1C(=NC(=CC1)Cl)N2CC2CC2)OC)C(C)(C)C)=O Tert-butyl-((3R,5R)-1-(2-(6-chloro-1-(cyclopropylmethyl)-1H-pyrrolo[2,3-b]pyridin-2-yl)-4-methoxy-3-methylpyrazolo[1,5-a]pyridine-6-carbonyl)-5-fluoropiperidin-3-yl) carbamate